CC(C)(CC)OC(=O)C1=CC=C(C=C1)C1C2C=CC(C1)C2 5-(4-(2-methyl-2-butoxycarbonyl)phenyl)-bicyclo[2.2.1]Hept-2-ene